6-bromo-N-(8-hydroxyoctyl)hexanamide BrCCCCCC(=O)NCCCCCCCCO